(5s,7s)-2-(difluoromethylsulfanyl)-7-fluoro-5-(2-fluorophenyl)-6,7-dihydro-5H-pyrrolo[1,2-b][1,2,4]triazole FC(F)SC=1N=C2N(N1)[C@@H](C[C@@H]2F)C2=C(C=CC=C2)F